2,4,5-trifluoro-toluene FC1=C(C)C=C(C(=C1)F)F